FC1(C[C@H](CNC1)N1S(N(CCC1)C)(=O)=O)F 2-[(3R)-5,5-difluoropiperidin-3-yl]-6-methyl-1λ6,2,6-thiadiazinane-1,1-dione